1,4-bis([(3-ethyl-3-oxetanyl)methoxy]methyl)benzene C(C)C1(COC1)COCC1=CC=C(C=C1)COCC1(COC1)CC